[Si]([O-])([O-])([O-])[O-].[Na+].O.[Na+].[Na+].[Na+] water sodium silicate